3-chloro-5-(1-methyl-3,6-dihydro-2H-pyridin-4-yl)phenol ClC=1C=C(C=C(C1)C=1CCN(CC1)C)O